1-isopropyl-5-(2-phenoxyethyl)-1H-pyrrole-2-carboxylate C(C)(C)N1C(=CC=C1CCOC1=CC=CC=C1)C(=O)[O-]